C1(=CC=C(C=C1)OCCC1C2C=CC(C1)C2)C2=CC=CC=C2 5-(2-([1,1'-biphenyl]-4-yloxy)ethyl)bicyclo[2.2.1]hept-2-ene